FC1=CC(=NC=C1)C1=C(C=NC(=C1)C1=CC=C(C=C1)F)CNC(C=C)=O N-((4-fluoro-6'-(4-fluorophenyl)-[2,4'-bipyridin]-3'-yl)methyl)acrylamide